trans-4-aminomethylcyclohexyl-alanine NC[C@@H]1CC[C@H](CC1)N[C@@H](C)C(=O)O